C1(CC1)S(=O)(=O)NC1=CC(=NC=C1)[C@@H](CC)NC(=O)C=1SC(=C(N1)C)C1=NC(=CN=C1)OCC (R)-N-(1-(4-(cyclopropanesulphonylamino)pyridin-2-yl)propyl)-5-(6-ethoxypyrazin-2-yl)-4-methylthiazole-2-carboxamide